(2R,3R,4R,5S)-6-{[(2S,3R,4R,5R)-2,3,4,5,6-pentahydroxyhexyl](piperidin-4-yl)amino}hexane-1,2,3,4,5-pentol dihydrochloride Cl.Cl.O[C@@H](CN(C[C@@H]([C@H]([C@@H]([C@@H](CO)O)O)O)O)C1CCNCC1)[C@H]([C@@H]([C@@H](CO)O)O)O